ortho-chloronitrobenzene C1=CC=C(C(=C1)[N+](=O)[O-])Cl